4-methyl-phenyl β-oxo-phenylpropionate O=CC(C(=O)OC1=CC=C(C=C1)C)C1=CC=CC=C1